FC1=C(C=C(C=C1)CNC(=O)C=1C=C(C=NC1OC)C1=CC=C2C(=NNC2=C1)C(=O)NC)C(F)(F)F 6-[5-({[4-fluoro-3-(trifluoromethyl)phenyl]methyl}carbamoyl)-6-methoxypyridin-3-yl]-N-methyl-1H-indazole-3-carboxamide